dimethyl-phenyl-propyl-amine CC(CCNC1=CC=CC=C1)C